pyrazol-1-ide [N-]1N=CC=C1